BrCC1=C(C(=O)OC)C=C(C(=C1)CNC(=O)OC(C)(C)C)F methyl 2-(bromomethyl)-4-({[(tert-butoxy)carbonyl]amino}methyl)-5-fluorobenzoate